disodium diethanoate C(C)(=O)[O-].C(C)(=O)[O-].[Na+].[Na+]